(9R,13S)-13-amino-3,9-dimethyl-3,4,7-triazatricyclo[12.3.1.02,6]octadeca-1(18),2(6),4,14,16-pentaen-8-one N[C@H]1CCC[C@H](C(NC=2C=NN(C2C=2C=CC=C1C2)C)=O)C